4-((3-(7-(((3S,4R)-3-fluoro-1-isopropylpiperidin-4-yl)amino)-3-vinyl-2H-indazol-2-yl)prop-2-yn-1-yl)amino)-3-methoxy-N-methylbenzamide F[C@H]1CN(CC[C@H]1NC1=CC=CC2=C(N(N=C12)C#CCNC1=C(C=C(C(=O)NC)C=C1)OC)C=C)C(C)C